C1[C@H](O)[C@@H](O)[C@H](O)[C@H](O1)CO 1,5-anhydro-D-sorbitol